ClC(C)OC(=O)OCCN(C(OC(C)(C)C)=O)C tert-butyl (2-(((1-chloroethoxy)carbonyl)oxy)ethyl)(methyl)carbamate